Bis(diphenylphosphino)butane CCCC(P(C1=CC=CC=C1)C2=CC=CC=C2)P(C3=CC=CC=C3)C4=CC=CC=C4